O[C@@H]1CN(CC[C@@]12NCC1=CC=CC=C1C2)C(=O)C=2C(=NC(=CC2)C)OCCC [(3R,3'R)-3'-hydroxy-1,4-dihydro-1'H,2H-spiro[isoquinoline-3,4'-piperidin]-1'-yl](6-methyl-2-propoxy-3-pyridinyl)methanone